C(CCC)C=1SC2=C(N1)C=CC(=C2F)OC\C(\CNC(OC(C)(C)C)=O)=C/F tert-butyl (Z)-(2-(((2-butyl-7-fluorobenzo[d]thiazol-6-yl)oxy)methyl)-3-fluoroallyl)carbamate